(3,5-dichloro-4-((5-cyclobutyl-6-oxo-1,6-dihydropyridazin-3-yl) oxy) phenyl) carbamate C(N)(OC1=CC(=C(C(=C1)Cl)OC1=NNC(C(=C1)C1CCC1)=O)Cl)=O